Tri-sodium citrate C(CC(O)(C(=O)[O-])CC(=O)[O-])(=O)[O-].[Na+].[Na+].[Na+]